(2-bromo-5-ethyl-7-oxo-6-(piperazin-1-yl)-[1,2,4]triazolo[1,5-a]pyrimidin-4(7H)-yl)-N-(2-chloro-4-(trifluoromethyl)phenyl)acetamide BrC1=NN2C(N(C(=C(C2=O)N2CCNCC2)CC)CC(=O)NC2=C(C=C(C=C2)C(F)(F)F)Cl)=N1